C(C=C)(=O)OCCCCCCCCCCCCCCCCC[Si](C)(C)I acryloxyheptadecyliododimethylsilane